CS(=O)(=O)NC=1C=C(C=CC1)C1=C(C(C2=CC=CC3=C2C1=NS3(=O)=O)=O)NC (3-methanesulfonylaminophenyl)-4-(methylamino)-5H-naphtho[1,8-cd]isothiazol-5-one-1,1-dioxide